C(C1=CC=CC=C1)N1CCN(CC1)CC=1OC2=C(N1)C(C(C1=CC=CC=C12)=O)=O 2-((4-benzylpiperazin-1-yl)methyl)naphth[2,1-d]oxazole-4,5-dione